(R)-2-(3-(1-aminoethyl)-5-(trifluoromethyl)phenyl)propan-2-ol N[C@H](C)C=1C=C(C=C(C1)C(F)(F)F)C(C)(C)O